C(CCC)NC1=CC(=NC=2N1N=CC2)C2=CC=C(C=C2)OC N-butyl-5-(4-methoxyphenyl)pyrazolo[1,5-a]pyrimidin-7-amine